1-thio-lactose SC1[C@H](O)[C@@H](O)[C@H](O[C@H]2[C@H](O)[C@@H](O)[C@@H](O)[C@H](O2)CO)[C@H](O1)CO